NC=1C=C2C(=CN=C(C2=CN1)NC)C#CC1=NC=CC(=C1)CN(CCOCCC(=O)O)C 3-[2-[[2-[2-[6-amino-1-(methylamino)-2,7-naphthyridin-4-yl]ethynyl]-4-pyridyl]methyl-methyl-amino]ethoxy]propanoic acid